C[C@@]12[C@H](CC[C@H]1[C@@H]1CCC=3C(=C(C=CC3[C@H]1CC2)O)O)O (8R,9S,13S,14S,17S)-13-methyl-6,7,8,9,11,12,14,15,16,17-decahydrocyclopenta[a]phenanthrene-3,4,17-triol